O1CCC(CC1)NC(=O)C=1SC=CN1 N-tetrahydropyran-4-ylthiazole-2-carboxamide